(S)-7-isopropyl-4,8-dimethyl-2-((1-((S)-tetrahydrofuran-2-carbonyl)azetidin-3-yl)amino)-7,8-dihydropteridin-6(5H)-one C(C)(C)[C@H]1C(NC=2C(=NC(=NC2N1C)NC1CN(C1)C(=O)[C@H]1OCCC1)C)=O